(2-tert-butyldimethylsilyloxy-4-octyloxyphenyl)(phenyl)methanone [Si](C)(C)(C(C)(C)C)OC1=C(C=CC(=C1)OCCCCCCCC)C(=O)C1=CC=CC=C1